6,6-dimethyl-3-((7-(2-methyl-3-(pyrrolidin-3-ylmethyl)-6-(trifluoromethyl)pyridin-4-yl)thieno[3,2-b]pyridin-2-yl)methyl)-3-azabicyclo[3.1.0]hexane-2,4-dione CC1(C2C(N(C(C12)=O)CC1=CC2=NC=CC(=C2S1)C1=C(C(=NC(=C1)C(F)(F)F)C)CC1CNCC1)=O)C